C1(CC1)C=1C2=C(C(N(C1)C1=NC(=CC(=N1)C1CC1)C1=C(C=C(C=C1)F)C(=O)N1CC(C1)F)=O)NC(=C2)CN2C[C@H](CCC2)C 4-cyclopropyl-6-[4-cyclopropyl-6-[4-fluoro-2-(3-fluoroazetidine-1-carbonyl)phenyl]pyrimidin-2-yl]-2-[[(3S)-3-methylpiperidin-1-yl]methyl]-1H-pyrrolo[2,3-c]pyridin-7-one